C(\C=C\C1=CC(OC)=C(O)C=C1)(=O)O.COC1=CC(=CC=C1O)\C=C\C(=O)CC(=O)\C=C\C1=CC=C(O)C(OC)=C1 curcumin ferulate